1-(3-((R)-2-hydroxy-3-methoxypropoxy)-4-methyl-1-phenyl-1H-pyrazol-5-yl)-3-((3S,4R)-1-(2-methoxyethyl)-4-(3,4,5-trifluorophenyl)pyrrolidin-3-yl)urea O[C@@H](COC1=NN(C(=C1C)NC(=O)N[C@@H]1CN(C[C@H]1C1=CC(=C(C(=C1)F)F)F)CCOC)C1=CC=CC=C1)COC